(S)-4-(8-Amino-3-(1-(6-chloropyrimidine-4-carbonyl)pyrrolidin-2-yl)imidazo[1,5-a]pyrazin-1-yl)-N-(pyridin-2-yl)benzamide NC=1C=2N(C=CN1)C(=NC2C2=CC=C(C(=O)NC1=NC=CC=C1)C=C2)[C@H]2N(CCC2)C(=O)C2=NC=NC(=C2)Cl